(3-methoxynaphthalen-2-yl)methanol COC=1C(=CC2=CC=CC=C2C1)CO